2-[(10S)-12-(2-azaspiro[3.3]heptan-6-yl)-1,5,6,8,12-pentazatricyclo[8.4.0.02,7]tetradeca-2,4,6-trien-4-yl]phenol C1NCC12CC(C2)N2C[C@@H]1CNC3=NN=C(C=C3N1CC2)C2=C(C=CC=C2)O